C(C)(C)C1=C(C(=CC(=C1)C1=C(C=CC=C1)F)C(C)C)Br 2,6-diisopropyl-4-(2-fluorophenyl)bromobenzene